CN1[C@@H](CCCC1=O)C(=O)OCCOC1CC1 2-(cyclopropyloxy)ethanol methyl-(S)-6-oxopiperidine-2-carboxylate